tert-butyl 4-(4-(2,6-bis(benzyloxy)pyridin-3-yl)-3,5-difluorophenoxy)piperidine-1-carboxylate C(C1=CC=CC=C1)OC1=NC(=CC=C1C1=C(C=C(OC2CCN(CC2)C(=O)OC(C)(C)C)C=C1F)F)OCC1=CC=CC=C1